N1C=CC2=CC(=CN=C12)NC1=NC(=NC=C1)NC1=CC(=C(C=C1)OC1CC(C1)N(C)C)OC 4-(1H-1,7-diazainden-5-ylamino)-2-{3-methoxy-4-[(1s,3s)-3-(dimethylamino)cyclobutoxy]phenylamino}pyrimidine